5-chloro-4-[(3S)-3-methylpiperazin-1-yl]-2-(4-methylthiazol-5-yl)-1H-pyrimidin-6-one ClC1=C(N=C(NC1=O)C1=C(N=CS1)C)N1C[C@@H](NCC1)C